BrCC1=CC2=CC=CC=C2C=C1 2-(Bromomethyl)naphthalin